6-bromo-1-(2-chloropyridin-3-yl)-7-cyclopropyl-4-hydroxyquinazolin-2(1H)-one BrC=1C=C2C(=NC(N(C2=CC1C1CC1)C=1C(=NC=CC1)Cl)=O)O